NC1=C(C=CC2=CC=CC=C12)N=NC=1C=NC(=CC1)C1=C(C=CC(=C1)C)C1=CC=CC=C1 4-Amino-3-[6-(4-methylbiphenyl-2-yl)pyridin-3-ylazo]naphthalin